6-Chloro-4-(1-ethoxyvinyl)-3H-imidazo[4,5-c]pyridine (Diethylamino)propyl-Methacrylat C(C)N(CC)CCCOC(C(=C)C)=O.ClC1=CC2=C(C(=N1)C(=C)OCC)NC=N2